(E)-2-butenyl bromide C(\C=C\C)Br